CC1=CC=CC(=N1)C1=NNC=C1C=1N=C2C=C(C=NC2=CC1)N1CC(C1)N 1-[6-[3-(6-methyl-2-pyridyl)-1H-pyrazol-4-yl]-1,5-naphthyridin-3-yl]azetidin-3-amine